1,3-dioxolane, lithium salt [Li].O1COCC1